3-(6-methoxy-2-methylpyridin-3-yl)-6-(trifluoromethyl)-2,3-dihydroquinazolin-4(1H)-one COC1=CC=C(C(=N1)C)N1CNC2=CC=C(C=C2C1=O)C(F)(F)F